The molecule is a phosphatidylcholine 36:3 in which the two acyl substituents at positions 1 and 2 are specified as oleoyl and linoleoyl respectively. It has a role as a mouse metabolite. It is a phosphatidylcholine 36:3 and a 1-acyl-2-linoleoyl-sn-glycero-3-phosphocholine betaine. It derives from an oleic acid. CCCCCCCC/C=C\\CCCCCCCC(=O)OC[C@H](COP(=O)([O-])OCC[N+](C)(C)C)OC(=O)CCCCCCC/C=C\\C/C=C\\CCCCC